5-hydroxy-4-{2-[3-(trifluoromethyl)-1H-pyrazol-1-yl]ethyl}spiro[benzo[b][1,4]oxazine-2,1'-cyclopropane]-3(4H)-one OC1=CC=CC=2OC3(CC3)C(N(C21)CCN2N=C(C=C2)C(F)(F)F)=O